FC(C=1C=C(C=CC1)/C=C/OB(O)O)(F)F trans-2-[3-(trifluoromethyl)phenyl]Vinyl-boric acid